ClC1=CC(=C(C(=C1)C(NC)=O)NC(=O)C=1N(N=C(C1)OC)CC(F)F)C N-[4-chloro-2-methyl-6-(methylcarbamoyl)phenyl]-2-(2,2-difluoroethyl)-5-methoxy-pyrazole-3-carboxamide